C(#N)C1=CC=C2CCCCC2=C1 7-cyano-1,2,3,4-tetrahydronaphthalen